2,3-Bis(bromomethyl)naphthalin BrCC1=CC2=CC=CC=C2C=C1CBr